1-(2-Oxo-1,2-dihydropyrrolo[4,3,2-ij]isoquinolin-6-yl)-5-trifluoromethyl-N-(2-trifluoromethylpyridin-4-yl)-1H-pyrazole-4-carboxamide O=C1NC2=NC=C(C3=CC=CC1=C23)N2N=CC(=C2C(F)(F)F)C(=O)NC2=CC(=NC=C2)C(F)(F)F